C1(CCC1)C1=COC2=C1C=C(C(=C2)F)C#N 3-cyclobutyl-6-fluorobenzofuran-5-carbonitrile